1-(3-methyltetrahydrofuran-3-yl)piperazine Gadolinium [Gd].CC1(COCC1)N1CCNCC1